C1(=CC=CC=C1)C=1OC2=C(S(N1)(=O)=O)C=C(C=C2)N2N=C(C=C2C2=CC=C(C=C2)C)C(F)(F)F 3-phenyl-7-(5-(p-tolyl)-3-(trifluoromethyl)-1H-pyrazol-1-yl)benzo[e][1,4,3]oxathiazin-1,1-dioxide